CC1(CC(C2=CC(=CC=C12)N)C)C 1,1,3-trimethyl-2,3-dihydro-1H-inden-5-amine